5-bromo-2-(1,1-difluoroethyl)-7-iodo-2,3-dihydro-[1,4]dioxino[2,3-c]pyridine BrC1=NC(=CC2=C1OCC(O2)C(C)(F)F)I